NC1=CC=C(C=N1)N1CC2(CN(C2)C(=O)OC(C)(C)C)C1 tert-butyl 6-(6-aminopyridin-3-yl)-2,6-diazaspiro[3.3]heptane-2-carboxylate